((3aR,4R,6R,6aR)-6-(4-((benzyloxy)amino)-6-chloro-1H-pyrazolo[3,4-d]pyrimidin-1-yl)-2,2-dimethyltetrahydrofuro[3,4-d][1,3]dioxol-4-yl)methanol C(C1=CC=CC=C1)ONC1=C2C(=NC(=N1)Cl)N(N=C2)[C@@H]2O[C@@H]([C@@H]1[C@H]2OC(O1)(C)C)CO